1-(4-methoxyphenylazo)-4-[6-(acryloyloxy)hexyloxy]benzene COC1=CC=C(C=C1)N=NC1=CC=C(C=C1)OCCCCCCOC(C=C)=O